SC1=CC=C(C=C1)C=C1C(C(CC1)=CC1=CC=C(C=C1)S)=O 2,5-bis[(4-mercaptophenyl)methylene]cyclopentanone